tert-butyl (2S,4S)-4-(ethylamino)-2-methyl-pyrrolidine-1-carboxylate C(C)N[C@H]1C[C@@H](N(C1)C(=O)OC(C)(C)C)C